6-(chloromethyl)-2-fluoro-3-methoxy-pyridine ClCC1=CC=C(C(=N1)F)OC